FC(C(=O)O)(F)F.NCC(CN1N=CN(C1=O)CC1=C(C=C(S1)N1C(CCC2=CC=CC(=C12)C)=O)F)=C(F)F (5-((1-(2-(aminomethyl)-3,3-difluoroallyl)-5-oxo-1,5-dihydro-4H-1,2,4-triazol-4-yl)methyl)-4-fluorothiophen-2-yl)-8-methyl-3,4-dihydroquinolin-2(1H)-one trifluoroacetate